4-(2-(((3-chlorophenyl)methyl)sulfonamido)-4-(4-(4-((6-(trifluoromethyl)pyridin-3-yl)oxy)phenyl)piperidine-1-carbonyl)phenyl)-1-ethylpiperazin-1-ium (S)-2-hydroxypropanoate O[C@H](C(=O)[O-])C.ClC=1C=C(C=CC1)CS(=O)(=O)NC1=C(C=CC(=C1)C(=O)N1CCC(CC1)C1=CC=C(C=C1)OC=1C=NC(=CC1)C(F)(F)F)N1CC[NH+](CC1)CC